N1(CCC1)C=1C=C(C=CC1)N1C(=C2C(N(N=CC2=C1C)C1=NC=C(C=N1)F)=O)C 6-(3-(Azetidin-1-yl)phenyl)-2-(5-fluoropyrimidin-2-yl)-5,7-dimethyl-2,6-dihydro-1H-pyrrolo[3,4-d]pyridazin-1-one